Methyl (2S)-4-azido-2-(((benzyloxy)carbonyl)amino)-3-hydroxybutanoate N(=[N+]=[N-])CC([C@@H](C(=O)OC)NC(=O)OCC1=CC=CC=C1)O